(S)-2-(N-[4-amino-5-[6-(difluoromethoxy)pyridine-3-carbonyl]thiazol-2-yl]-4-chloro-3-fluoro-anilino)propanamide NC=1N=C(SC1C(=O)C=1C=NC(=CC1)OC(F)F)N(C1=CC(=C(C=C1)Cl)F)[C@H](C(=O)N)C